tert-butyl (R)-4-(1-hydroxypropan-2-yl)piperidine-1-carboxylate OC[C@H](C)C1CCN(CC1)C(=O)OC(C)(C)C